(2S,11aR)-2-(Benzyloxy)-6-(cyclopropylmethoxy)-8-methyl-2,3,11,11a-tetrahydro-1H,5H-benzo[f]pyrrolo[2,1-c][1,4]oxazepin-5-one C(C1=CC=CC=C1)O[C@H]1C[C@@H]2COC3=C(C(N2C1)=O)C(=CC(=C3)C)OCC3CC3